C(C)(C)(C)NC1=NC(=NC=C1C(=O)N)NC1CCC(CC1)(F)F 4-(tert-butylamino)-2-(4,4-difluorocyclohexylamino)pyrimidine-5-carboxamide